ClC1=CC=C(CN2C(=C(C(C23C(=NN(C3=O)C3=CC=CC=C3)C)C3=CC=CC=C3)C(=O)OCC)C(=O)OCC)C=C1 diethyl 1-(4-chlorobenzyl)-6-methyl-9-oxo-4,8-diphenyl-1,7,8-triazaspiro[4.4]non-2,6-diene-2,3-dicarboxylate